COC1=C(C=CC(=C1)/C=C/C(=O)OCC(CO)O)O The molecule is an enoate ester obtained by formal condensation of the carboxy group of trans-ferulic acid with the 1-hydroxy group of glycerol. It has a role as an ultraviolet filter, an antioxidant and a plant metabolite. It is an enoate ester, a member of phenols, an aromatic ether and a 1-monoglyceride. It derives from a ferulic acid and a glycerol.